CC1=CC(=NN1)N1C=CC=C1 1-(5-methyl-1H-pyrazol-3-yl)-1H-pyrrole